6-[3-[5-chloro-2-(2,2,2-trifluoroethoxy)pyridine-3-sulfonamido]-2,6-difluorophenyl]-N-methylimidazo[1,5-a]pyrazine-1-carboxamide ClC=1C=C(C(=NC1)OCC(F)(F)F)S(=O)(=O)NC=1C(=C(C(=CC1)F)C=1N=CC=2N(C1)C=NC2C(=O)NC)F